C[C@H]1O[C@H](CC(C1)O)C (2R,6S)-rel-tetrahydro-2,6-dimethyl-2H-pyran-4-ol